N-{(2S,3R)-4,4-difluoro-1-(3-fluorocyclobutane-1-carbonyl)-2-[(2,2',3'-trifluoro[1,1'-biphenyl]-3-yl)methyl]pyrrolidin-3-yl}methanesulfonamide FC1([C@@H]([C@@H](N(C1)C(=O)C1CC(C1)F)CC=1C(=C(C=CC1)C1=C(C(=CC=C1)F)F)F)NS(=O)(=O)C)F